ClC1=NC(=CC(=C1)C1=C(N=C(S1)NC(=O)N1CC2(COC2)C1)C1=CC(=CC=C1)C#N)C N-[5-(2-Chloro-6-methyl-4-pyridyl)-4-(3-cyanophenyl)thiazol-2-yl]-2-oxa-6-azaspiro[3.3]heptane-6-carboxamide